2-AMINO-2-METHYLBUTYRIC ACID NC(C(=O)O)(CC)C